BrC=1SC(=C(C1F)F)Br 2,5-dibromo-3,4-difluorothiophene